methyl 2-(6-bromo-1-(cyclopropylmethyl)-1H-pyrrolo[2,3-b]pyridin-2-yl)-7-methoxy-1-(2-methoxyethyl)-1H-benzo[d]imidazole-5-carboxylate BrC1=CC=C2C(=N1)N(C(=C2)C2=NC1=C(N2CCOC)C(=CC(=C1)C(=O)OC)OC)CC1CC1